COC1=CC=2N(C=C1)C(=CN2)C(=O)NC2=C(C=CC(=C2)C2=NOC(=N2)C2=NC=CC=C2)C 7-methoxy-N-(2-methyl-5-(5-(pyridin-2-yl)-1,2,4-oxadiazol-3-yl)phenyl)imidazo[1,2-a]pyridine-3-carboxamide